NC=1C(=NC=CC1C(=O)N)Cl 3-amino-2-chloro-pyridine-4-carboxamide